2-methoxy-3-(1-methyl-1H-benzo[d]Imidazol-2-yl)aniline COC1=C(N)C=CC=C1C1=NC2=C(N1C)C=CC=C2